COC(=O)C1=NC(=CN=C1N1CCC2(CC1)[C@@H](C1=CC(=CC=C1C2)C#CCOC)N[S@](=O)C(C)(C)C)Br 6-bromo-3-((S)-1-(((R)-tert-butylsulfinyl)amino)-6-(3-methoxyprop-1-yn-1-yl)-1,3-dihydrospiro[indene-2,4'-piperidin]-1'-yl)pyrazine-2-carboxylic acid methyl ester